ClC=1C=C(C=CC1C(F)(F)F)NC(=O)NC1=CC(=C(C=C1)F)C(=O)C=1C=C2N=C(C=NC2=CC1)C 1-(3-chloro-4-(trifluoromethyl)phenyl)-3-(4-fluoro-3-(3-methylquinoxaline-6-carbonyl)phenyl)urea